C(N)(=O)C=1NC2=C(C=CC=C2C1C=1CN(CCC1)C(=O)OC(C)(C)C)F tert-Butyl 3-(2-carbamoyl-7-fluoro-1H-indol-3-yl)-5,6-dihydro-2H-pyridine-1-carboxylate